N-((3R,4S)-1-((4-((R)-3-(Difluoromethyl)pyrrolidin-1-yl)butyl)sulfonyl)-3-methylpiperidin-4-yl)-8-isopropoxy-7-(1H-pyrazol-4-yl)-[1,2,4]triazolo[1,5-c]pyrimidin-2-amine FC([C@H]1CN(CC1)CCCCS(=O)(=O)N1C[C@H]([C@H](CC1)NC1=NN2C=NC(=C(C2=N1)OC(C)C)C=1C=NNC1)C)F